(S)-4-(4-(2-(aminooxy)-3-(tert-butoxy)-3-oxopropoxy)phenyl)-1-(3-((tert-butoxycarbonyl)amino)propyl)-2-methyl-1H-pyrazol-2-ium iodide [I-].NO[C@@H](COC1=CC=C(C=C1)C=1C=[N+](N(C1)CCCNC(=O)OC(C)(C)C)C)C(=O)OC(C)(C)C